(3S,4R)-N-{2-[5-(aminomethyl)-1,2,4-oxadiazol-3-yl]-3-[(trifluoromethyl)sulfanyl]imidazo[1,2-a]pyridin-8-yl}-3-fluoro-1-methylpiperidin-4-amine hydrochloride Cl.NCC1=NC(=NO1)C=1N=C2N(C=CC=C2N[C@H]2[C@H](CN(CC2)C)F)C1SC(F)(F)F